dimethyl 5,5'-(carbonylbis(azanediyl))bis(2-(2-((4-chlorobenzyl)amino)-2-oxoacetamido)benzoate) C(=O)(NC=1C=CC(=C(C(=O)OC)C1)NC(C(=O)NCC1=CC=C(C=C1)Cl)=O)NC=1C=CC(=C(C(=O)OC)C1)NC(C(NCC1=CC=C(C=C1)Cl)=O)=O